NC(C#N)C=1C2=C(C=NC1)C=CN2C 2-amino-2-(1-methylpyrrolo[3,2-c]pyridin-7-yl)acetonitrile